N-(4-fluorophenyl)-N-(4-(pyrido[3,4-d]pyrimidin-4-yloxy)phenyl)cyclopropane-1,1-dicarboxamide FC1=CC=C(C=C1)N(C(=O)C1(CC1)C(=O)N)C1=CC=C(C=C1)OC=1C2=C(N=CN1)C=NC=C2